N-{5-[4-(dimethylamino)quinolin-6-yl]pyridin-3-yl}prop-2-enamide CN(C1=CC=NC2=CC=C(C=C12)C=1C=C(C=NC1)NC(C=C)=O)C